FC1=C(C=CC=C1)C1=CC(=CN1S(=O)(=O)C1=CC=C(C=C1)C(F)(F)F)C=O 5-(2-fluorophenyl)-1-((4-(trifluoromethyl)phenyl)sulfonyl)-1H-pyrrole-3-carbaldehyde